(R)-N-((S)-5-methyl-4-oxo-2,3,4,5-tetrahydrobenzo[b][1,4]oxazepin-3-yl)-5-(trifluoromethyl)-5,6,7,8-tetrahydro-[1,2,4]triazolo[1,5-a]pyridine-2-carboxamide CN1C2=C(OC[C@@H](C1=O)NC(=O)C1=NN3C(CCC[C@@H]3C(F)(F)F)=N1)C=CC=C2